FC=1C=C(C=CC1OC1=C2C(=NC=C1)NC(N2)=O)C=2N(C(=C(N2)C(=O)N)C(F)(F)F)C2=CC=CC=C2 (3-fluoro-4-((2-keto-2,3-dihydro-1H-imidazo[4,5-b]pyridin-7-yl)oxy)phenyl)-1-phenyl-5-(trifluoromethyl)-1H-imidazole-4-carboxamide